N1=CC(=CC=C1)C=1C=C2C(NC=NC2=CC1)=O 6-(pyridin-3-yl)quinazolin-4(3H)-one